(4-oxo-4H-quinolin-1-yl)-acetyl-(4-bromobenzylidene)hydrazine O=C1C=CN(C2=CC=CC=C12)N(N=CC1=CC=C(C=C1)Br)C(C)=O